C(CCCCC(=O)OC(CC)CC)(=O)OC(CC)CC di(1-ethylpropyl) adipate